1-Pyridin-4-ylmethyl-3-[4-(toluene-3-sulfonyl)-phenyl]-urea N1=CC=C(C=C1)CNC(=O)NC1=CC=C(C=C1)S(=O)(=O)C=1C=C(C)C=CC1